ClC=1C=2C(N=C3N(C2C=CC1)C1=CC(=CC=C1C3(C)C)C3CCN(CC3)C(=O)C31CCC(CC3)(C1)CO)=O 4-chloro-10-(1-(4-(hydroxymethyl)bicyclo[2.2.1]heptane-1-carbonyl)piperidin-4-yl)-7,7-dimethylindolo[1,2-a]quinazolin-5(7H)-one